COC1=C(N)C=C(C(=C1)OCC1CCN(CC1)C)C=1C=NN(C1)C 2-methoxy-5-(1-methyl-1H-pyrazol-4-yl)-4-((1-methylpiperidin-4-yl)methoxy)aniline